C(C)(C)(C)N1N=CC(=C1)NC1=NC=C(C(=N1)NCCOCCOC)C(=O)N 2-((1-tert-butyl-1H-pyrazol-4-yl)amino)-4-((2-(2-methoxyethoxy)ethyl)amino)pyrimidin-5-carboxamide